C(#N)C1=NC=C(C=N1)NC(O[C@@H](COC1=CC2=C(N=C(S2)C2=C3N=CC(=NC3=CC(=C2)C)OC)C(=C1F)Cl)C)=O (R)-1-((4-chloro-5-fluoro-2-(2-methoxy-7-methylquinoxalin-5-yl)benzo[d]thiazol-6-yl)oxy)propan-2-yl (2-cyanopyrimidin-5-yl)carbamate